C(C)(=O)O[C@H](CCC(=O)O)C (S)-4-(acetyloxy)pentanoic acid